O=C1NC(CCC1C1=NN(C2=C(C=CC=C12)N1CC2(C1)CCC(CC2)CN2CCN(CC2)C(=O)OC(C)(C)C)C)=O tert-butyl 4-((2-(3-(2,6-dioxopiperidin-3-yl)-1-methyl-1H-indazol-7-yl)-2-azaspiro[3.5]nonan-7-yl)methyl)piperazine-1-carboxylate